C(CCCCCCCCCCCCCCC)OC[C@@H](OC=CCCCCCCCCCCCCCCCC)COP(=O)(O)OCCN 1-O-hexadecyl-2-O-(9Z-octadecenyl)-sn-glycero-3-phosphoethanolamine